(2s,3s)-N-(4-iodo-phenyl)-2-[(R)-4-(4-methoxy-phenyl)-2,5-dioxo-imidazolin-1-yl]-3-phenyl-butyramide IC1=CC=C(C=C1)NC([C@H]([C@@H](C)C1=CC=CC=C1)N1C(N[C@@H](C1=O)C1=CC=C(C=C1)OC)=O)=O